tert-butyl ((5-((5-ethyl-[1,1'-biphenyl]-3-yl)sulfonyl)thiophen-2-yl)methyl)carbamate C(C)C=1C=C(C=C(C1)C1=CC=CC=C1)S(=O)(=O)C1=CC=C(S1)CNC(OC(C)(C)C)=O